(R)-2-(benzofuran-3-yl)-1-((5-methyl-2-nitrophenyl)methylsulphonylamino)ethylboronic acid O1C=C(C2=C1C=CC=C2)C[C@H](NS(=O)(=O)CC2=C(C=CC(=C2)C)[N+](=O)[O-])B(O)O